2-(2-chlorophenyl)propanoic acid ClC1=C(C=CC=C1)C(C(=O)O)C